N-(5-(1-(2-fluoroacryloyl)-5-(trifluoromethyl)piperidine-3-carboxamido)pyridin-2-yl)-6-(1H-pyrazol-5-yl)picolinamide FC(C(=O)N1CC(CC(C1)C(F)(F)F)C(=O)NC=1C=CC(=NC1)NC(C1=NC(=CC=C1)C1=CC=NN1)=O)=C